ClC=1C=C(C=C(C1OC=1C=C2CCN(C(C2=CC1)=O)CC1=NC=CC=C1)Cl)NN 2-(3,5-dichloro-4-((2-(pyridin-2-ylmethyl)-1-oxo-1,2,3,4-Tetrahydroisoquinolin-6-yl)oxy)phenyl)hydrazine